FC=1C=C2C(C(=CN(C2=NC1N1CC(C1)C(NC1=NC=C(C=C1)N(C)CCOC)=O)C=1SC=CN1)C(=O)O)=O 6-Fluoro-7-[3-({5-[(2-methoxyethyl)(methyl)amino]pyridin-2-yl}carbamoyl)azetidin-1-yl]-4-oxo-1-(1,3-thiazol-2-yl)-1,4-dihydro-1,8-naphthyridine-3-carboxylic acid